S-[5-[(ethoxy-carbonyl) amino]-1,3,4-thiadiazol-2-yl] O-ethylthiocarbonate C(C)S(C([O-])=O)C=1SC(=NN1)NC(=O)OCC